CN(CC#CC=1C(=CC(N(C1)C(C(=O)OCC)CC(C)(C)C)=O)C(F)(F)F)C Ethyl 2-(5-(3-(dimethylamino) prop-1-yn-1-yl)-2-oxo-4-(trifluoromethyl) pyridin-1(2H)-yl)-4,4-dimethylvalerate